N-(3-(((2-((4-(4-(4-(2,6-dioxopiperidin-3-yl)benzyl)piperazin-1-yl)phenyl)amino)-5-(trifluoromethyl)pyrimidin-4-yl)amino)methyl)phenyl)-N-methylmethanesulfonamide O=C1NC(CCC1C1=CC=C(CN2CCN(CC2)C2=CC=C(C=C2)NC2=NC=C(C(=N2)NCC=2C=C(C=CC2)N(S(=O)(=O)C)C)C(F)(F)F)C=C1)=O